(2S)-10-((5-Chloro-2-(6-hydroxy-4-(methyl-d3)-1,4-diazepan-1-yl)pyrimidin-4-yl)amino)-2-cyclopropyl-3,3-difluoro-7-methyl-1,2,3,4-tetrahydro-[1,4]oxazepino[2,3-c]chinolin-6(7H)-on ClC=1C(=NC(=NC1)N1CCN(CC(C1)O)C([2H])([2H])[2H])NC1=CC=2C3=C(C(N(C2C=C1)C)=O)OCC([C@@H](N3)C3CC3)(F)F